FC1=CC=C(C=C1)C1=C(CCC(C1)(C)C)CN1CCN(CCC1)CC=1C=C2CN(C(C2=CC1)=O)C1C(NC(CC1)=O)=O 3-(5-((4-((4'-fluoro-5,5-dimethyl-3,4,5,6-tetrahydro-[1,1'-biphenyl]-2-yl)methyl)-1,4-diazepan-1-yl)methyl)-1-oxoisoindolin-2-yl)piperidine-2,6-dione